C(C)OC=1C=C(C=CC1OCC)COC=1C=C(C=CC1)/C=C/C(=O)C1=C(C=C(C=C1)O)O (E)-3-[3-[(3,4-Diethoxyphenyl)methoxy]phenyl]-1-(2,4-dihydroxyphenyl)prop-2-en-1-one